4-(2-(4-Chloro-7-azaindol-2-yl)ethyl)piperidine ClC1=C2C=C(NC2=NC=C1)CCC1CCNCC1